ClC1=CC=C2C(=C3N(C2=C1Cl)CC(CC3)NC3=NC=CC=N3)C=3C=NNC3 3,4-dichloro-10-(1H-pyrazol-4-yl)-N-pyrimidin-2-yl-6,7,8,9-tetrahydropyrido[1,2-a]indol-7-amine